Cl.CN[C@@H](C)C1=NC=C(C=C1)C(F)(F)F (S)-N-methyl-1-(5-(trifluoromethyl)pyridin-2-yl)ethan-1-amine hydrochloride